ClC1=C(C=C(C=C1)C=1C(=NN2C1N=CC1=CC=CC=C21)C)OC (4-chloro-3-methoxyphenyl)-2-methylpyrazolo[1,5-a]quinazoline